[Cl-].[Cl-].C(C)(C)C(C(C)C)=[Hf+2](C1=CC=CC=2C3=CC=CC=C3CC12)C1C(=CC=C1C)C diisopropylmethylene(2,5-dimethylcyclopentadienyl)(fluorenyl)-hafnium dichloride